C(C)(C)(C)OC(=O)N1C(CC(CC1)N(C=1N=NC(=CC1)C=1C=CC(=C2C=NNC12)N1N=CC=C1)C)C tert-butyl-2-methyl-4-[methyl([6-[4-(pyrazol-1-yl)-1H-indazol-7-yl]pyridazin-3-yl])amino]piperidine-1-carboxylate